N-((3R,4S)-3-(OXETAN-3-YLMETHOXY)CHROMAN-4-YL)-6-(TRIFLUOROMETHYL)-7H-PYRROLO[2,3-D]PYRIMIDIN-4-AMINE O1CC(C1)CO[C@H]1COC2=CC=CC=C2[C@@H]1NC=1C2=C(N=CN1)NC(=C2)C(F)(F)F